1-(1-(5-Methoxy-2-methyl-4-aminophenyl)piperidin-4-yl)-4-methylpiperazine COC=1C(=CC(=C(C1)N1CCC(CC1)N1CCN(CC1)C)C)N